C(C1=CC=CC=C1)N[C@@H]1[C@H](CN(C1)C1=CC=CC=C1)OC=1C=C2CN(C(C2=CC1)=O)C1C(NC(CC1)=O)=O 3-(5-(((3S,4S)-4-(benzylamino)-1-phenylpyrrolidin-3-yl)oxy)-1-oxoisoindolin-2-yl)piperidine-2,6-dione